C[NH+](C)C(C(=O)[O-])CC (dimethyl-ammonio)-butyrate